4-amino-6-((1-isopropyl-1H-pyrazol-4-yl)ethynyl)-N-(4-(methoxymethyl)phenyl)-7-(1-methylcyclopropyl)-7H-pyrrolo[2,3-d]pyrimidine-5-carboxamide NC=1C2=C(N=CN1)N(C(=C2C(=O)NC2=CC=C(C=C2)COC)C#CC=2C=NN(C2)C(C)C)C2(CC2)C